COC=1C(=CC=2C(=C3C(=NC2C1)CCC3)NC3CC1(CN(C1)C1=C(C=CC=C1)F)C3)OC N-{6,7-dimethoxy-1H,2H,3H-cyclopenta[b]quinolin-9-yl}-2-(2-fluorophenyl)-2-azaspiro[3.3]heptan-6-amine